S-(benzo[d]thiazol-2-yl)-N-phenethyl-thiolamine S1C(=NC2=C1C=CC=C2)S2C(=CC=C2)NCCC2=CC=CC=C2